FC1=NN(C=C1B(O)O)C([2H])([2H])[2H] (3-fluoro-1-(methyl-d3)-1H-pyrazol-4-yl)boronic acid